4-(8-bromoindolizine-3-carbonyl)-2,6-difluoroaniline BrC1=CC=CN2C(=CC=C12)C(=O)C1=CC(=C(N)C(=C1)F)F